C(#N)C1=CC=C2C=3C(C4=C(C(C3NC2=C1)(C)C)C=C(C(=C4)CC)N4CCC(CC4)CC4CCN(CC4)CCCNC(OC(C)(C)C)=O)=O tert-butyl N-(3-{4-[(1-{3-cyano-9-ethyl-6,6-dimethyl-11-oxo-5H,6H,11H-benzo[b]carbazol-8-yl}piperidin-4-yl)methyl]piperidin-1-yl}propyl)carbamate